N-[5-[2-cyano-5-[(2R)-3,3,3-trifluoro-2-hydroxy-propoxy]-4-pyridyl]pyrazolo[1,5-a]pyridin-2-yl]cyclopropanecarboxamide C(#N)C1=NC=C(C(=C1)C1=CC=2N(C=C1)N=C(C2)NC(=O)C2CC2)OC[C@H](C(F)(F)F)O